FC1=C(C=CC(=C1)OC)[C@H](C)NC(=O)C1=C(OC=2N=CN=C(C21)NC2(CC2)C)C N-[(1S)-1-(2-fluoro-4-methoxyphenyl)ethyl]-6-methyl-4-[(1-methylcyclopropyl)amino]furo[2,3-d]pyrimidine-5-carboxamide